4-((S)-3-((R)-3-(4-chlorophenyl)butanamido)-2-(dimethylamino)propyl)-2-fluoro-N-methylbenzamide ClC1=CC=C(C=C1)[C@@H](CC(=O)NC[C@H](CC1=CC(=C(C(=O)NC)C=C1)F)N(C)C)C